FC1=C(C=CC=C1)NC=1N=CC2=C(N1)N1C(=NCCC1)C(=C2)C2=C1C=NNC1=CC=C2C N-(2-fluorophenyl)-6-(5-methyl-1H-indazol-4-yl)-9,10-dihydro-8H-pyrido[1,6-a:2,3-d']dipyrimidin-2-amine